10-Chloro-2-methyl-9-(4-methylpiperazin-1-yl)pyrido[2,3-b]phenazin-5,12-dion ClC=1C(=CC=C2N=C3C(C4=C(C(C3=NC12)=O)N=C(C=C4)C)=O)N4CCN(CC4)C